C(=O)(O)C1=NC=C(C=C1)C(=O)O 2,5-dicarboxypyridine